C[NH+](C)C1CSSSC1 The molecule is an organic cation resulting from the protonation of the amino group of thiocyclam. It is an ammonium ion derivative and an organic cation. It is a conjugate acid of a thiocyclam.